2-[2-(Difluoromethyl)phenyl]-4,4,5,5-tetramethyl-1,3,2-dioxaborolane FC(C1=C(C=CC=C1)B1OC(C(O1)(C)C)(C)C)F